(R)-4-(2-(6-fluoro-1H-indol-4-yl)-7-(methylsulfonyl)thieno[3,2-d]pyrimidin-4-yl)-3-methylmorpholine FC1=CC(=C2C=CNC2=C1)C=1N=C(C2=C(N1)C(=CS2)S(=O)(=O)C)N2[C@@H](COCC2)C